3-[2-(3,4-dichlorophenyl)-2-oxoethyl]-1-methylimidazole ClC=1C=C(C=CC1Cl)C(CN1CN(C=C1)C)=O